N-(3-(6-(4-(3H-imidazo[4,5-b]pyridin-7-yl)-1H-pyrazol-1-yl)pyridin-3-yl)-4,4,4-trifluorobutyl)cyclopropanecarboxamide N1=CNC2=NC=CC(=C21)C=2C=NN(C2)C2=CC=C(C=N2)C(CCNC(=O)C2CC2)C(F)(F)F